OC(CS)C(CS)O 2,3-dihydroxybutane-1,4-dithiol